CN(CCN(CC1=NC=CC=C1)C)CC1=NC=CC=C1 N,N'-dimethyl-N,N'-bis(2-picolyl)ethylenediamine